OC(C)(C)C1=NC=CC(=C1)C1=C2C(=NC=C1)C=C(O2)C2=CC=C(C(=O)N(C1CCOCC1)C)C=C2 4-(7-(2-(2-hydroxypropan-2-yl)pyridin-4-yl)furo[3,2-b]pyridin-2-yl)-N-methyl-N-(tetrahydro-2H-pyran-4-yl)benzamide